C(C)(=O)O/N=C(\C1=CC(=CC=C1)CC(NS(=O)(=O)C1=CC(=CC=C1)NC(=O)C1CCC(CC1)NC(=O)OC(C)(C)C)C=1SC2=C(N1)C=CC=C2)/N [(E)-[amino-[3-[2-(1,3-benzothiazol-2-yl)-2-[[3-[[4-(tert-butoxycarbonylamino)cyclohexanecarbonyl]amino]phenyl]sulfonylamino]ethyl]phenyl]methylene] amino] acetate